N[C@H]1CN(CCC1)C1=CC(N(C(N1CC#CC)=O)CC1=NC2=CC=CC=C2C(=N1)C)=O 6-[(3R)-3-aminopiperidin-1-yl]-1-but-2-ynyl-3-[(4-methylquinazolin-2-yl)methyl]pyrimidine-2,4-dione